C(C)(C)C1=C(NC2=CC=C(C=C12)C1CCN(CC1)C1COC1)C1=CC=2N(C(=C1)C)C=CN2 7-(3-isopropyl-5-(1-(oxetan-3-yl)piperidin-4-yl)-1H-indol-2-yl)-5-methylimidazo[1,2-a]pyridine